C1(CC1)C=1N=NN(C1)[C@H](C(=O)N1[C@@H](C[C@H](C1)O)C(=O)NC1C(N(CC1)C1=CC=C(C=C1)C(F)(F)F)=O)C(C)(C)C (2S,4R)-1-[(2S)-2-(4-cyclopropyltriazol-1-yl)-3,3-dimethyl-butanoyl]-4-hydroxy-N-[2-oxo-1-[4-(trifluoromethyl)phenyl]pyrrolidin-3-yl]pyrrolidine-2-carboxamide